4-[2-(propargylamino)-2-oxo-acetyl]1,3,5-trimethyl-pyrrole-2-carboxylic acid C(C#C)NC(C(=O)C=1C(=C(N(C1C)C)C(=O)O)C)=O